[Cl-].ClC1=CC=C(C=C1)C1C(CCN(N1S(=O)(=O)C1=NC=C(C=C1)C(F)(F)F)C=NO)C1=CC=CC=C1 (2E)-6-(4-chlorophenyl)-5-phenyl-N-[[5-(trifluoromethyl)-2-pyridinyl]sulfonyl]-4,5-dihydro-3H-pyridazine-2-carbaldehyde oxime chloride